CN1C=C(C2=CC=CC=C12)C=O 1-methyl-1H-indole-3-carbaldehyde